C(C)C(C(=O)O)C=1N=C2N(C=C(C=C2)/C(/N)=N/O)C1.FC1=CC=C(C=C1)NC(=NC1=CC=CC=C1)N N-(4-fluorophenyl)-N''-phenyl-guanidine ethyl-(Z)-2-(6-(N'-hydroxycarbamimidoyl)imidazo[1,2-a]pyridin-2-yl)acetate